ClC1=C(C=CC(=N1)C(=O)NC1CC1)N1CCN(CC1)CC1CC=2NC(C(=CC2CO1)C)=O 6-Chloro-N-cyclopropyl-5-(4-((3-methyl-2-oxo-1,5,7,8-tetrahydro-2H-pyrano[4,3-b]pyridin-7-yl)methyl)piperazin-1-yl)picolinamide